C1=CC=C(C1)[Si](OC)(OC)OC 4-cyclopentadienyl-trimethoxysilane